ClC1=CC=C(C=C1O)O 6-CHLOROBENZENE-1,3-DIOL